2-(butylthiocarbonylthio-thio)propionic acid C(CCC)C(=S)SSC(C(=O)O)C